4-(((R)-1-(3-amino-5-(trifluoromethyl)phenyl)ethyl)amino)-2-methyl-6-(((S)-tetrahydrofuran-3-yl)oxy)pyrido[2,3-d]pyrimidin-7(8H)-one NC=1C=C(C=C(C1)C(F)(F)F)[C@@H](C)NC=1C2=C(N=C(N1)C)NC(C(=C2)O[C@@H]2COCC2)=O